methyl-(bis(diethylamino) methylene)phosphonamidofluoridate CP(=O)(N=C(N(CC)CC)N(CC)CC)F